8-hydroxyquinoline ruthenium [Ru].OC=1C=CC=C2C=CC=NC12